(2S,4R)-4-(2-((1R,3R)-1-(butyryloxy)-3-((2S,3S)-N,3-dimethyl-2-((R)-1-methylpiperidine-2-carboxamido)pentanamido)-4-methylpentyl)thiazole-4-carboxamido)-2-methyl-5-phenylpentanoic acid C(CCC)(=O)O[C@H](C[C@H](C(C)C)N(C([C@H]([C@H](CC)C)NC(=O)[C@@H]1N(CCCC1)C)=O)C)C=1SC=C(N1)C(=O)N[C@H](C[C@@H](C(=O)O)C)CC1=CC=CC=C1